C(C)(C)(C)OC(NC(CC1(CC1)F)CB1OC(C(O1)(C)C)(C)C)=O.CC1=CC2=CC3=C(C=CC=C3C=C2C=C1)C 2,8-dimethyl-anthracene tert-butyl-N-[1-(1-fluorocyclopropyl)-3-(4,4,5,5-tetramethyl-1,3,2-dioxaborolan-2-yl)propan-2-yl]carbamate